C(C1=CC=C(C(=O)[O-])C=C1)(=O)[O-].C1(=C(C=CC=C1)[Sn+](C1=C(C=CC=C1)C)C1=C(C=CC=C1)C)C.C1(=C(C=CC=C1)[Sn+](C1=C(C=CC=C1)C)C1=C(C=CC=C1)C)C tritolyl-tin terephthalate